C(C1=CC=CC=C1)OCCN1N=C(C=C1C(=O)OC(C)(C)C)C1=CC(=CC=C1)C=1OC(=CN1)C(NC(CC)CC)=O Tert-butyl 1-(2-(benzyloxy)ethyl)-3-(3-(5-(pentan-3-ylcarbamoyl)oxazol-2-yl)phenyl)-1H-pyrazole-5-carboxylate